tert-butyl (E)-5-cyclohexylpent-2-enoate C1(CCCCC1)CC/C=C/C(=O)OC(C)(C)C